(3R,4R)-1-(1-(3-chloro-4-fluorobenzyl)-5,6-difluoro-1H-benzimidazol-2-yl)-4-fluoro-3-piperidinamine ClC=1C=C(CN2C(=NC3=C2C=C(C(=C3)F)F)N3C[C@H]([C@@H](CC3)F)N)C=CC1F